(S)-(4-(5-fluorobenzo[d]oxazol-2-yl)-6,7-dihydro-1H-imidazo[4,5-c]pyridin-5(4H)-yl)(5-(1-methyl-1H-pyrazol-3-yl)-1,3,4-oxadiazol-2-yl)methanone FC=1C=CC2=C(N=C(O2)[C@H]2N(CCC3=C2N=CN3)C(=O)C=3OC(=NN3)C3=NN(C=C3)C)C1